methyl (S)-2-((4-((6-((4-cyano-2-fluorophenoxy) methyl) pyridin-2-yl) oxy) piperidin-1-yl) methyl)-1-(oxetan-2-ylmethyl)-1H-benzo[d]imidazole-6-carboxylate C(#N)C1=CC(=C(OCC2=CC=CC(=N2)OC2CCN(CC2)CC2=NC3=C(N2C[C@H]2OCC2)C=C(C=C3)C(=O)OC)C=C1)F